1-cyclopropyl-6-fluoro-8-methoxy-4-oxo-1,4-dihydro-quinoline-3-carboxylic acid C1(CC1)N1C=C(C(C2=CC(=CC(=C12)OC)F)=O)C(=O)O